2,5-bis(diethylaminophenyl)-1,3,4-oxadiazole C(C)N(CC)C1=C(C=CC=C1)C=1OC(=NN1)C1=C(C=CC=C1)N(CC)CC